OC1=C(C=CC(=C1)O)C(CC)=O 2',4'-dihydroxy-propiophenone